pyrrolidine-2-carboxamide diformate C(=O)O.C(=O)O.N1C(CCC1)C(=O)N